C(C1=CC=CC=C1)(=O)NC1CN(C1)C=1C(=C(C(=O)OC)C=CC1)N1C=CC=C1 Methyl 3-(3-benzamidoazetidin-1-yl)-2-(1H-pyrrol-1-yl)benzoate